[O-]C1=CC=CC=C1.[Na+] sodium phenoxide salt